OC1(CCC(CC1)C#N)[C@H]1N2C(C3=CC=CC=C13)=CN=C2 (1R,4s)-4-Hydroxy-4-((S)-5H-imidazo[5,1-a]isoindol-5-yl)cyclohexan-1-carbonitril